ClC=1C=C(C=CC1F)[C@](C)([C@@H]1C[C@@H](C1)C(F)(F)F)NC(=O)N1[C@@H](C(NCC1)=O)C |o1:8| (2R)-N-((S or R)-1-(3-chloro-4-fluorophenyl)-1-(cis-3-(trifluoromethyl)cyclobutyl)-ethyl)-2-methyl-3-oxopiperazine-1-carboxamide